[O-2].[Ca+2].[Si+4].[O-2].[O-2] silicon-calcium oxide